C1(CC1)C=1C(=NSC1C)N 4-cyclopropyl-5-methyl-isothiazol-3-amine